Cl.NC[C@H](CC1=CC(=CC=C1)F)NC(=O)C=1SC(=C(C1)C1=C(C=NN1C)Cl)Cl N-{(1S)-2-AMINO-1-[(3-FLUOROPHENYL)METHYL]ETHYL}-5-CHLORO-4-(4-CHLORO-1-METHYL-1H-PYRAZOL-5-YL)-2-THIOPHENECARBOXAMIDE HYDROCHLORIDE